4-(acrylamido)azobenzene C(C=C)(=O)NC1=CC=C(C=C1)N=NC1=CC=CC=C1